CN1N=C(C(=C1)C=1C2=C(N=C(N1)NC=1C=CC(=C(C1)NC(C)=O)N(C)CCN(C)C)NC=C2)C N-(5-(4-(1,3-dimethyl-1H-pyrazol-4-yl)-7H-pyrrolo[2,3-d]pyrimidin-2-ylamino)-2-((2-(dimethylamino)ethyl)(methyl)amino)phenyl)acetamide